C(C#CC)(=O)N1CC(CCC1)(C1=C(C(=CC=C1)Cl)C)NC1=CC=C2C(C(N(C2=C1)C)=O)(C)C 6-{[1-(but-2-ynoyl)-3-(3-chloro-2-methylphenyl)piperidin-3-yl]amino}-1,3,3-trimethylindol-2-one